NC(C(=O)O)(CCCCB(O)O)CCCN(C)CC1=CC(=C(C=C1)Cl)Cl 2-amino-6-borono-2-(3-((3,4-dichlorobenzyl)(methyl)amino)propyl)hexanoic acid